1-(trans-4-(4-chloro-3-fluorophenyl)-1-(2-methoxyethyl)pyrrolidin-3-yl)-3-(1',4-dimethyl-1-phenyl-1H,1'H-[3,4'-bipyrazol]-5-yl)urea ClC1=C(C=C(C=C1)[C@H]1[C@@H](CN(C1)CCOC)NC(=O)NC1=C(C(=NN1C1=CC=CC=C1)C=1C=NN(C1)C)C)F